2,3-dimethoxy-N-[(3R)-1-(propan-2-yl)piperidin-3-yl]acridin-9-amine COC1=CC2=C(C3=CC=CC=C3N=C2C=C1OC)N[C@H]1CN(CCC1)C(C)C